ClC1=C(C=CC=C1)CC(=O)NC1=CC(=C(C=C1)C=1C=NNC1)S(N=CN(C)C)(=O)=O 2-(2-Chlorophenyl)-N-[3-{[(dimethylamino)methylene]sulfamoyl}-4-(1H-pyrazol-4-yl)phenyl]acetamide